tin methyl chloride CCl.[Sn]